titanium dibutoxide diethoxide [O-]CC.[O-]CC.[O-]CCCC.[O-]CCCC.[Ti+4]